2,4-Dimethoxybenzyl (S)-2-((2-aminoacetylamino)methoxy)-2-cyclopropylacetate NCC(=O)NCO[C@H](C(=O)OCC1=C(C=C(C=C1)OC)OC)C1CC1